6-Bromo-8-morpholinoimidazo[1,2-a]pyrazine-2-carbaldehyde BrC=1N=C(C=2N(C1)C=C(N2)C=O)N2CCOCC2